N-(3-Ethoxy-5-{6-[2-(7-fluoro-4-methoxy-2-methyl-indol-1-yl)-ethylamino]-pyrimidin-4-yl}-thiophene-2-carbonyl)-methanesulfonamide C(C)OC1=C(SC(=C1)C1=NC=NC(=C1)NCCN1C(=CC2=C(C=CC(=C12)F)OC)C)C(=O)NS(=O)(=O)C